5-(((6-bromopyridin-2-yl)oxy)methyl)-4-chloro-2-fluoropyridine BrC1=CC=CC(=N1)OCC=1C(=CC(=NC1)F)Cl